FC1=CC=C(C=C1)C1=CC(=C(C=N1)CNS(=O)(=O)C)C1=NN(C=C1)CC1=CC(NC=C1)=O N-((6-(4-fluorophenyl)-4-(1-((2-oxo-1,2-dihydropyridin-4-yl)methyl)-1H-pyrazol-3-yl)pyridin-3-yl)methyl)methanesulfonamide